5-Fluoro-6-(2-methoxyethoxy)-3-[3-(4-{6-oxa-3-azabicyclo[3.1.1]heptan-3-carbonyl}phenyl)-1,2-oxazol-5-yl]-1H-indazol FC=1C=C2C(=NNC2=CC1OCCOC)C1=CC(=NO1)C1=CC=C(C=C1)C(=O)N1CC2OC(C1)C2